Ethyl 6-bromo-3-[(3S,4S)-4-(tert-butoxycarbonylamino)-3-methyl-2-oxa-8-azaspiro[4.5]decan-8-yl]-5-methyl-pyrazine-2-carboxylate BrC1=C(N=C(C(=N1)C(=O)OCC)N1CCC2([C@@H]([C@@H](OC2)C)NC(=O)OC(C)(C)C)CC1)C